3-(4-(ethylsulfonyl)phenyl)propyl phosphate P(=O)(OCCCC1=CC=C(C=C1)S(=O)(=O)CC)([O-])[O-]